4-[[8-dimethylamino-3-[(2-methoxyphenyl)-methyl]-2-oxo-8-phenyl-1,3-diazaspiro[4.5]decan-1-yl]-methyl]-benzonitrile CN(C1(CCC2(CN(C(N2CC2=CC=C(C#N)C=C2)=O)CC2=C(C=CC=C2)OC)CC1)C1=CC=CC=C1)C